C(C)(C)(C)OC(N(C(C)C)CCO)=O N-(2-hydroxyethyl)-N-propan-2-ylcarbamic acid tert-butyl ester